Zirconium titanium Lead [Pb].[Ti].[Zr]